(3-iodopropene-2-yl)-2beta-carbomethoxy-3beta-(4-chlorophenyl)tropane ICC(=C)[C@]12[C@H]([C@H](C[C@H](CC1)N2C)C2=CC=C(C=C2)Cl)C(=O)OC